N-((2S,3R,4R,5R)-2,3,4,5,6-pentahydroxyhexyl)nicotinamide O[C@@H](CNC(C1=CN=CC=C1)=O)[C@H]([C@@H]([C@@H](CO)O)O)O